N-(1'-(6-methyl-2-oxo-1,2-dihydropyrimidin-4-yl)-1',2'-dihydrospiro[cyclopropane-1,3'-pyrrolo[3,2-c]pyridin]-6'-yl)acetamide CC1=CC(=NC(N1)=O)N1CC2(C=3C=NC(=CC31)NC(C)=O)CC2